COC(OC)=O di-methyl-carbonate